3-(difluoromethyl)-4-(4,4,5,5-tetramethyl-1,3,2-dioxaborolan-2-yl)-1H-pyrazole FC(C1=NNC=C1B1OC(C(O1)(C)C)(C)C)F